Ethyl (S)-1-((4-(N,N-diethylsulfamoyl)phenyl)sulfonyl)pyrrolidine-3-carboxylate C(C)N(S(=O)(=O)C1=CC=C(C=C1)S(=O)(=O)N1C[C@H](CC1)C(=O)OCC)CC